C(C1=CC=CC=C1)OCCOCCC1=NC2=CC=CC=C2C1(C)C 2-(2-(2-(benzyloxy)ethoxy)ethyl)-3,3-dimethylindol